C1(=CC=CC=C1)C(=O)N1CC2=C(N=C(N=C2)C2=NC=CC=C2)CC1 Phenyl-[2-(2-pyridyl)-7,8-dihydro-5H-pyrido[4,3-d]pyrimidin-6-yl]methanone